CC1=NN(C=C1C(=O)O)C(F)(F)F 3-methyl-1-(trifluoromethyl)-1H-pyrazole-4-carboxylic acid